(R)-2-(3-((6-(((S)-1-(4-(tert-butyl)phenyl)ethyl)carbamoyl)-1-(cyclobutylmethyl)-2-methyl-1H-indol-3-yl)methyl)-5-chlorophenoxy)propanoic acid C(C)(C)(C)C1=CC=C(C=C1)[C@H](C)NC(=O)C1=CC=C2C(=C(N(C2=C1)CC1CCC1)C)CC=1C=C(O[C@@H](C(=O)O)C)C=C(C1)Cl